CN(CCN1C(=NN=C1S)C1=C(C=C(C=C1)NC(=O)C1CC1)N1CC(CC(C1)C)C)C N-[4-[4-[2-(dimethylamino)ethyl]-5-sulfanyl-1,2,4-triazol-3-yl]-3-(3,5-dimethyl-piperidin-1-yl)phenyl]Cyclopropanecarboxamide